COC1=C(C=CC=C1)C1=CC=C(C=C1)NCC=O 4-(2-methoxyphenyl)-2-(phenylamino)ethan-1-one